4-((1H-pyrazol-1-yl)methyl)-6-fluoro-2-methyl-2,3-dihydrobenzofuran-7-carbonitrile N1(N=CC=C1)CC1=CC(=C(C2=C1CC(O2)C)C#N)F